C(C)(C)(C)OC(=O)N1C(CCCCC1)C1=C(C=CC=C1)CN1C(NC(C2=C1C=CN2)=O)=C=S (2-((4-oxo-2-thiocarbonyl-2,3,4,5-tetrahydro-1H-pyrrolo[3,2-d]pyrimidin-1-yl)methyl)phenyl)azepan-1-carboxylic acid tert-butyl ester